ClC1=C(C=CC=C1)C1=NOC(=C1CO)C1CC1 (3-(2-chlorophenyl)-5-cyclopropylisoxazol-4-yl)methanol